1-((R)-4-benzyl-2-thioxothiazolidin-3-yl)-7-chloro-3-hydroxyhept-4-en-1-one C(C1=CC=CC=C1)[C@H]1N(C(SC1)=S)C(CC(C=CCCCl)O)=O